4-nitrophenethyl alcohol [N+](=O)([O-])C1=CC=C(CCO)C=C1